ClC1=C(C=C2C(C(NC2=C1)=O)=C(O)C1=CC(=CC=C1)Cl)C1=CC=C(C=C1)N1CCOCC1 6-Chloro-3-[1-(3-chloro-phenyl)-1-hydroxy-methylidene]-5-(4-morpholin-4-yl-phenyl)-1,3-dihydro-indol-2-one